benzo[d][1,3]dioxol-4-yl(8-(4-cyclopentylpiperazin-1-yl)-5,5-dimethyl-1,3,4,5-tetrahydro-2H-benzo[c]azepin-2-yl)methanone O1COC2=C1C=CC=C2C(=O)N2CC1=C(C(CC2)(C)C)C=CC(=C1)N1CCN(CC1)C1CCCC1